ClC1=CC=C(C(=O)C2=CC=C(OC(C(=O)N3CCN(CC3)S(=O)(=O)C3=CC=C(C(=O)O)C=C3)(C)C)C=C2)C=C1 4-((4-(2-(4-(4-chlorobenzoyl)phenoxy)-2-methylpropanoyl)piperazin-1-yl)sulfonyl)benzoic acid